1-(5-amino-1,3,4-thiadiazol-2-yl)cyclopropanecarbonitrile NC1=NN=C(S1)C1(CC1)C#N